tert-Butyl 6-((4-(1-ethyl-3-(pyridin-3-yl)-1H-pyrazol-4-yl)pyrimidin-2-yl)amino)-3,4-dihydroisoquinoline-2(1H)-carboxylate C(C)N1N=C(C(=C1)C1=NC(=NC=C1)NC=1C=C2CCN(CC2=CC1)C(=O)OC(C)(C)C)C=1C=NC=CC1